O=C1NC(CCC1N1C(N(C2=C1C=CC(=C2)CCOCCOCCOCCOCCOCCOCCNC(OC(C)(C)C)=O)C)=O)=O 1-Tert-butyl (20-(1-(2,6-dioxopiperidin-3-yl)-3-methyl-2-oxo-2,3-dihydro-1H-benzo[d]imidazol-5-yl)-3,6,9,12,15,18-hexaoxaicosyl)carbamate